NC1=NC(=NC=C1OC)C=1C=C2C=CN(C(C2=C(C1F)F)=O)CCC[C@H](CC)NC=1C=NNC(C1C(F)(F)F)=O (S)-6-(4-amino-5-methoxypyrimidin-2-yl)-7,8-difluoro-2-(4-((6-oxo-5-(trifluoromethyl)-1,6-dihydropyridazin-4-yl)amino)hexyl)isoquinolin-1(2H)-one